(1R)-5-(3-cyclopropyl-1,2,4-oxadiazol-5-yl)-2,3-dihydro-1H-inden-1-amine hydrochloride Cl.C1(CC1)C1=NOC(=N1)C=1C=C2CC[C@H](C2=CC1)N